(R)-3-(5-methylpyridin-3-yl)-3-{3-[3-(5,6,7,8-tetrahydro-1,8-naphthyridin-2-yl)propyl]-1H-pyrazol-1-yl}propionic acid CC=1C=C(C=NC1)[C@@H](CC(=O)O)N1N=C(C=C1)CCCC1=NC=2NCCCC2C=C1